3-isopropyl-4-methoxy-6-oxopyridazin C(C)(C)C1=NNC(C=C1OC)=O